ClC=1C=C2C(C(=CN(C2=NC1N1CC2=NC=CC=C2C1)C=1C=NC(=CC1C)NS(=O)(=O)C)C(=O)O)=O 6-chloro-7-(5,7-dihydro-6H-pyrrolo[3,4-b]pyridin-6-yl)-1-(4-methyl-6-(methylsulfonamido)pyridin-3-yl)-4-oxo-1,4-dihydro-1,8-naphthyridine-3-carboxylic acid